(1R,4R)-N-(3-(5-fluoropyridin-3-yl)-4-methylphenyl)-5-(2,2,2-trifluoroethyl)-2,5-diazabicyclo[2.2.1]heptane-2-carboxamide FC=1C=C(C=NC1)C=1C=C(C=CC1C)NC(=O)N1[C@H]2CN([C@@H](C1)C2)CC(F)(F)F